OC1=C(C=CC=C1)B(O)O (2-hydroxyphenyl)boronic acid